C(=O)O.ClC=1C=C2CCCN(C2=C(C1)C1=C2C(=NC=C1)C=C(S2)CN2C(CCC2=O)=O)C2CN(C2)CCO 1-[[7-[6-chloro-1-[1-(2-hydroxyethyl)azetidin-3-yl]-3,4-dihydro-2H-quinolin-8-yl]thieno[3,2-b]pyridin-2-yl]methyl]pyrrolidine-2,5-dione, formic acid salt